FC1(CCC(CC1)[C@H](NC(=O)C=1N=NN(C1)CCOC)C1=NC2=C(N1)C=C(C=C2)[C@@H](C)NC(CCC(F)(F)F)=O)F N-[(S)-(4,4-Difluorocyclohexyl)-[6-[(1R)-1-(4,4,4-trifluorobutanoylamino)ethyl]-1H-benzimidazol-2-yl]methyl]-1-(2-methoxyethyl)triazole-4-carboxamide